3-(6-chloro-1-(2-(1,1-difluoroethyl)-6-ethylpyrimidin-4-yl)-1H-pyrazolo[4,3-C]pyridin-3-yl)-3,6-diazabicyclo[3.1.1]heptane hydrochloride Cl.ClC1=CC2=C(C=N1)C(=NN2C2=NC(=NC(=C2)CC)C(C)(F)F)N2CC1NC(C2)C1